C(C)(=O)C1CN(C1)C(=O)OCC1=CC=CC=C1 benzyl 3-acetylazetidine-1-carboxylate